(S)-3-((S)-sec-butyl)-6-fluoro-N-(1-methyl-1H-pyrazol-3-yl)-2-oxo-1,2,3,5-tetrahydro-4H-pyrido[3,4-e][1,4]diazepine-4-carboxamide [C@H](C)(CC)[C@@H]1N(CC2=C(NC1=O)C=NC=C2F)C(=O)NC2=NN(C=C2)C